(E)-1-(3-ethyl-6-(methylthio)benzofuran-2-yl)-3-(4-hydroxy-3,5-dimethylphenyl)prop-2-en-1-one C(C)C1=C(OC2=C1C=CC(=C2)SC)C(\C=C\C2=CC(=C(C(=C2)C)O)C)=O